2-fluoro-4-methyl-5-(2,2,2-trifluoroethylthio)-aniline FC1=C(N)C=C(C(=C1)C)SCC(F)(F)F